3-(2,6-difluoro-3,5-dimethoxyphenyl)-7-(4-methylpyridin-3-yl)-1-(tetrahydrofuran-3-yl)-1,6-naphthyridin-2(1H)-one FC1=C(C(=C(C=C1OC)OC)F)C=1C(N(C2=CC(=NC=C2C1)C=1C=NC=CC1C)C1COCC1)=O